BrC=1C=C(C=2N(C1)N=CC2C#N)OCOC 6-Bromo-4-(methoxymethoxy)pyrazolo[1,5-a]pyridine-3-carbonitrile